C(CC)OC(=O)NN propyl-hydrazinoformate